FC1(C(CCC1)N(C1=C(C=C(C=C1)[N+](=O)[O-])F)CC)F (2,2-difluorocyclopentyl)-N-ethyl-2-fluoro-4-nitroaniline